(1-Benzylpiperidin-4-yl)dihydropyrimidine-2,4(1H,3H)-dione C(C1=CC=CC=C1)N1CCC(CC1)N1C(NC(CC1)=O)=O